2-(4,4-difluoroazepan-1-yl)-N-(2-sulfamoylpyridin-4-yl)-5-(trifluoromethoxy)nicotinamide FC1(CCN(CCC1)C1=C(C(=O)NC2=CC(=NC=C2)S(N)(=O)=O)C=C(C=N1)OC(F)(F)F)F